C1(CCC1)OC1=NC=2N(C=C1C(=O)NC=1C(N(C=CC1)C1CC1)=O)C=C(N2)C21COC(C2)(C1)C 7-cyclobutoxy-N-(1-cyclopropyl-2-oxo-1,2-dihydropyridin-3-yl)-2-(1-methyl-2-oxabicyclo[2.1.1]hexan-4-yl)imidazo[1,2-a]pyrimidine-6-carboxamide